((2S,3R,6R)-3-(((5-Cyclopropylpyrimidin-2-yl)amino)methyl)-2,6-dimethylmorpholino)(4-(5-fluoropyrimidin-2-yl)-1,5-dimethyl-1H-pyrazol-3-yl)methanone C1(CC1)C=1C=NC(=NC1)NC[C@@H]1[C@@H](O[C@@H](CN1C(=O)C1=NN(C(=C1C1=NC=C(C=N1)F)C)C)C)C